O1CCN(CC1)CC1=CC=C(C(=O)NC2=CC(=C(C=C2)OCC2=NC=CC=C2)Cl)C=C1 4-(morpholinomethyl)-N-(3-chloro-4-(pyridin-2-ylmethoxy)phenyl)benzamide